C(C1=CC=CC=C1)OC1=NC(=CC=C1C1=C(C=C(C=C1F)N1C[C@@H](CC1)O)F)OCC1=CC=CC=C1 (R)-1-(4-(2,6-bis(benzyloxy)pyridin-3-yl)-3,5-difluorophenyl)pyrrolidin-3-ol